FC=1C(=CC2=C(NC(N2C=2OC(=NN2)C)=O)C1)S(=O)(=O)NC1(CC1)CF 6-fluoro-N-[1-(fluoromethyl)cyclopropyl]-3-(5-methyl-1,3,4-oxadiazol-2-yl)-2-oxo-1H-benzimidazol-5-sulfonamide